S1C(=NC2=C1C=CC=C2)C=2N=CC1(C=3C2N=CN3)CC1 4'-(benzo[d]thiazol-2-yl)spiro[cyclopropane-1,7'-imidazo[4,5-c]pyridin]